C1=CC=CC=2C3=CC=CC=C3C(C12)COC(=O)N[C@H](C(=O)N([C@H](C(=O)N(CC(=O)O)C)C(C)C)C)[C@H](CC)C 2-[[(2S)-2-[[(2S,3S)-2-(9H-fluoren-9-ylmethoxycarbonylamino)-3-methylpentanoyl]-methylamino]-3-methylbutanoyl]-methylamino]acetic acid